C(C)(C)(C)OC(NN1CCC1)=O azetidine-1-carbamic acid tert-butyl ester